3-((10-Hydroxy-7-(3-(trifluoromethyl)morpholine-4-carbonyl)-7-azaspiro[4.5]decan-10-yl)methyl)-6-phenylpyrimidin-4(3H)-one OC1(CCN(CC12CCCC2)C(=O)N2C(COCC2)C(F)(F)F)CN2C=NC(=CC2=O)C2=CC=CC=C2